BrC1=NN(C=2N=C3CCCC3=CC12)C bromo-4-methyl-2,4,5-triazatricyclo[7.3.0.03,7]dodeca-1,3(7),5,8-tetraene